N-(2-(6-(cyclopropanesulfonamido)pyrazin-2-yl)propan-2-yl)-2-fluoro-4-(6-isopropoxypyrazin-2-yl)benzamide C1(CC1)S(=O)(=O)NC1=CN=CC(=N1)C(C)(C)NC(C1=C(C=C(C=C1)C1=NC(=CN=C1)OC(C)C)F)=O